5-para-aminophenyl-10,15,20-triphenylporphyrin NC1=CC=C(C=C1)C=1C2=CC=C(N2)C(=C2C=CC(C(=C3C=CC(=C(C=4C=CC1N4)C4=CC=CC=C4)N3)C3=CC=CC=C3)=N2)C2=CC=CC=C2